COC=1C=2N(C=C(N1)C=1C=CC(=C(C1)O)C1=CN=C(N=N1)N1C[C@@H](NCC1)C(C)C)N=C(N2)C 5-(8-methoxy-2-methyl-[1,2,4]triazolo[1,5-a]pyrazin-6-yl)-2-{3-[(3S)-3-(propan-2-yl)piperazin-1-yl]-1,2,4-triazin-6-yl}phenol